5-cyclopropyl-3-methyl-isoOxazole C1(CC1)C1=CC(=NO1)C